1-[(4-fluorophenyl)-methyl-carbamoyl]-4-[2-oxo-2-(N-tetrahydropyran-3-ylanilino)ethyl]piperidine-4-carboxylic acid FC1=CC=C(C=C1)N(C(=O)N1CCC(CC1)(C(=O)O)CC(N(C1=CC=CC=C1)C1COCCC1)=O)C